5-chloro-2,3-dihydrobenzofuran-7-carboxylic acid ClC=1C=C(C2=C(CCO2)C1)C(=O)O